ClC(C(C(C(Cl)(F)F)(Cl)F)(Cl)F)(F)F 1,2,3,4-tetrachloro-hexafluorobutane